3-[2-[Bis(trideuteriomethyl)amino]-1,1,2,2-tetradeuterioethyl]-1H-indol-4-ol [2H]C([2H])([2H])N(C(C([2H])([2H])C1=CNC=2C=CC=C(C12)O)([2H])[2H])C([2H])([2H])[2H]